C(C)SC1=CC(=CC(=N1)N1C(C2=CC(=CC(=C2C1)C(F)(F)F)CN1C[C@H](CCC1)C)=O)C1(CC(C1)C)C1=NN=CN1C 2-[6-(ethylsulfanyl)-4-[(1s,3r)-3-methyl-1-(4-methyl-1,2,4-triazol-3-yl)cyclobutyl]pyridin-2-yl]-6-{[(3S)-3-methylpiperidin-1-yl]methyl}-4-(trifluoromethyl)-3H-isoindol-1-one